CC1=C(C(=CC=C1)C)NC(C(=O)C1=C(C=C(C=C1C)O)C)=O N-(2,6-dimethylphenyl)-2-(4-hydroxy-2,6-dimethylphenyl)-2-oxoacetamide